1-cyano-N-(5-(3-(methylsulfonyl)phenyl)thiazol-2-yl)pyrrolidine-3-carboxamide C(#N)N1CC(CC1)C(=O)NC=1SC(=CN1)C1=CC(=CC=C1)S(=O)(=O)C